1-(4-amino-5-(1-(2-(3-(trifluoromethoxy)phenyl)acetyl)indolin-5-yl)-7H-pyrrolo[2,3-d]pyrimidin-7-yl)-3,6,9,12-tetraoxapentadecan-15-oic acid NC=1C2=C(N=CN1)N(C=C2C=2C=C1CCN(C1=CC2)C(CC2=CC(=CC=C2)OC(F)(F)F)=O)CCOCCOCCOCCOCCC(=O)O